2-(8-ethyl-2-methylimidazo[1,2-a]pyridin-6-yl)-7-(piperazin-1-yl)-4H-pyrido[1,2-a]pyrimidin-4-one C(C)C=1C=2N(C=C(C1)C=1N=C3N(C(C1)=O)C=C(C=C3)N3CCNCC3)C=C(N2)C